Cl.ClC=1C=C(C=2C3=C(NC2C1F)C(CNC3)C)C3=NN(C=C3)C 7-chloro-6-fluoro-4-methyl-9-(1-methylpyrazol-3-yl)-2,3,4,5-tetrahydro-1H-pyrido[4,3-b]indole-HCl